ClC=1C=CC=C2C(=CNC(C12)=O)[C@H](C)N(C(=O)NC1=CC(=C(C=C1)F)Cl)C (S)-1-(1-(8-chloro-1-oxo-1,2-dihydroisoquinolin-4-yl)ethyl)-3-(3-chloro-4-fluorophenyl)-1-methylurea